CC1(C(C(=C[C@@]2(CCN(C2)C(=O)C=2C(=NC(=NC2)C)C(F)(F)F)C1)C#N)=O)C (5S)-9,9-dimethyl-2-[2-methyl-4-(trifluoromethyl)pyrimidine-5-carbonyl]-8-oxo-2-azaspiro[4.5]dec-6-ene-7-carbonitrile